ClC1=C(C(=O)N2CCN(CC2)C(=O)N[C@@H]2CNCC2)C=CC(=C1)NC=1C=2N(C=CN1)C(=CN2)C=2C(=NN(C2)CC#N)C(F)(F)F 4-[2-chloro-4-[[3-[1-(cyanomethyl)-3-(trifluoromethyl)pyrazol-4-yl]imidazo[1,2-a]pyrazin-8-yl]amino]benzoyl]-N-[(3S)-pyrrolidin-3-yl]piperazine-1-carboxamide